ClC1=C(C=C2C=C(N=CC2=C1)NC(=O)[C@@H]1CC12CCOCC2)C2CCN(CC2)[C@@]2(C(CCC2)C)C (1R)-N-(7-chloro-6-(1-((S)-1,2-dimethylcyclopentyl)piperidin-4-yl)isoquinolin-3-yl)-6-oxaspiro[2.5]octane-1-carboxamide